N-[(3S,4S)-4-[4-(2-fluoro-6-hydroxy-3-methoxybenzoyl)benzamido]pyrrolidin-3-yl]pyridine-4-carboxamide FC1=C(C(=O)C2=CC=C(C(=O)N[C@@H]3[C@H](CNC3)NC(=O)C3=CC=NC=C3)C=C2)C(=CC=C1OC)O